C(C)(C)(C)OC(=O)N1C[C@@H]2COC3=C(CN2CC1)C=C(C(=C3F)Br)Cl (12aR)-9-bromo-8-chloro-10-fluoro-3,4,12,12a-tetrahydro-6H-pyrazino[2,1-c][1,4]benzooxazepine-2(1H)-carboxylic acid tert-butyl ester